CN1C(C(CCC1(C)C)C(CCCC(C(=O)[O-])(C(=O)[O-])CC1=CC(=C(C(=C1)C(C)(C)C)O)C(C)(C)C)C1C(N(C(CC1)(C)C)C)(C)C)(C)C bis-(1,2,2,6,6-pentamethyl piperidinyl)-(3,5-ditert.butyl-4-hydroxybenzyl)butyl-propanedioate